[Si](C)(C)(C(C)(C)C)OCCOC=1C=NC(=NC1)N 5-{2-[(tert-butyldimethylsilyl)oxy]ethoxy}pyrimidin-2-amine